3-(4-(3-((tert-butyldimethyl-silyl)oxy)prop-1-yn-1-yl)-9H-pyrido[2,3-b]indol-9-yl)piperidine-2,6-dione C(C)(C)(C)[Si](OCC#CC1=CC=NC=2N(C3=CC=CC=C3C21)C2C(NC(CC2)=O)=O)(C)C